3-fluoro-4-((5-(3-(4-acetylpiperazin-1-yl)propoxy)-2,3-dihydro-[1,4]dioxino[2,3-f]quinolin-10-yl)oxy)aniline FC=1C=C(N)C=CC1OC1=CC=NC2=CC(=C3C(=C12)OCCO3)OCCCN3CCN(CC3)C(C)=O